C(C=C)(=O)N1CC=2NC3=CC=CC=C3C2CC1 2-propenoyl-1,2,3,4-tetrahydro-β-carboline